Benzyl (4R)-4-((3R,7S,10S,13R)-3-(((chloromethoxy)carbonyl)oxy)-7-hydroxy-10,13-dimethylhexadecahydro-1H-cyclopenta[a]phenanthren-17-yl)pentanoate ClCOC(=O)O[C@@H]1CC[C@@]2(C3CC[C@@]4(C(CCC4C3[C@H](CC2C1)O)[C@@H](CCC(=O)OCC1=CC=CC=C1)C)C)C